C(CCCCC(C)C)C(C(=O)[O-])S.C(CCCCC(C)C)C(C(=O)[O-])S.C(CCC)[Sn+2]CCCC dibutyl-tin bis(isooctyl thioglycolate)